(S)-(5-(2-fluoropropan-2-yl)-1,3,4-oxadiazol-2-yl)(4-(6-methylpyrazolo[1,5-a]pyridin-2-yl)-6,7-dihydro-1H-imidazo[4,5-c]pyridin-5(4H)-yl)methanone FC(C)(C)C1=NN=C(O1)C(=O)N1[C@@H](C2=C(CC1)NC=N2)C2=NN1C(C=CC(=C1)C)=C2